6-[2-amino-3-(1-fluorocyclopropyl)propyl]-7-methyl-N-[(thiophen-2-yl)methyl]thieno[3,2-c]pyridazin-4-amine NC(CC1=C(C=2N=NC=C(C2S1)NCC=1SC=CC1)C)CC1(CC1)F